{3-[5-(1,3-Dioxolan-2-yl)pyridin-2-yl]-2-methoxyphenyl}carbamic acid tert-butyl ester C(C)(C)(C)OC(NC1=C(C(=CC=C1)C1=NC=C(C=C1)C1OCCO1)OC)=O